selenium-selenium salt [Se].[Se]